(1R,3S)-3-(3-amino-1-tosyl-1H-pyrazol-5-yl)cyclopentyl (1-methylcyclopropyl)carbamate CC1(CC1)NC(O[C@H]1C[C@H](CC1)C1=CC(=NN1S(=O)(=O)C1=CC=C(C)C=C1)N)=O